[1-[[4-[[2-(trifluoromethyl)-1,3-dioxolan-2-yl]methoxy]phenyl]-methyl]-1H-pyrazol-4-yl]methyl cyclopentanecarboxylate C1(CCCC1)C(=O)OCC=1C=NN(C1)CC1=CC=C(C=C1)OCC1(OCCO1)C(F)(F)F